tert-butyl 3-((4-((3-(2-chloro-4-((3-(4-(difluoromethoxy)-2,3-difluorophenyl)imidazo[1,2-a]pyrazin-8-yl)amino)benzamido)propyl)carbamoyl)piperidin-1-yl)methyl)pyrrolidine-1-carboxylate ClC1=C(C(=O)NCCCNC(=O)C2CCN(CC2)CC2CN(CC2)C(=O)OC(C)(C)C)C=CC(=C1)NC=1C=2N(C=CN1)C(=CN2)C2=C(C(=C(C=C2)OC(F)F)F)F